CN[C@@H](CCS)C(=O)O methyl-homocysteine